C(=O)(O)C12N=CN([C@H]3[C@H](O)[C@H](O)[C@@H](CO)O3)C2=NC(=NC1=O)N 5-carboxyl-guanosine